tert-butyl 6-[2-(2,6-dioxopiperidin-3-yl)-1-oxo-3H-isoindole-5-carbonyl]-1,6-diazaspiro[3.4]octane-1-carboxylate O=C1NC(CCC1N1C(C2=CC=C(C=C2C1)C(=O)N1CC2(CCN2C(=O)OC(C)(C)C)CC1)=O)=O